N-(3-Fluoro-5-(Trifluoromethyl)Phenyl)-6-((2-(Methylamino)Pyrimidin-5-yl)Methyl)-4,5,6,7-Tetrahydrothieno[2,3-c]Pyridin-3-Carboxamid FC=1C=C(C=C(C1)C(F)(F)F)NC(=O)C1=CSC=2CN(CCC21)CC=2C=NC(=NC2)NC